N=1N=C(N(C1N)N)N 1,2,4-triazole-3,4,5-triamine